C1=NC=CC=2NC=3C=C(C=CC3C21)C=2C=CC(=NC2)OC2CC(C2)OC2CCN(CC2)C(=O)OC(C)(C)C Tert-butyl 4-[3-[[5-(5H-pyrido[4,3-b]indol-7-yl)-2-pyridyl]oxy]cyclobutoxy]piperidine-1-carboxylate